ClC1=NC2=CC=C(C=C2C(=C1)NCCC1=CC=C(C=C1)NS(=O)(=O)C)C1=C(C=C(C=C1)Cl)Cl N-(4-(2-((2-chloro-6-(2,4-dichlorophenyl)quinolin-4-yl)amino)ethyl)phenyl)methanesulfonamide